2-[(2S,4S,5R)-1-(2,4-dichlorophenyl)-5-hydroxy-2,6,6-trimethyl-heptan-4-yl]-2,4-dihydro-3H-1,2,4-triazole-3-thione ClC1=C(C=CC(=C1)Cl)C[C@@H](C[C@@H]([C@@H](C(C)(C)C)O)N1N=CNC1=S)C